(trans)-methyl 6-(4-(N-((R)-2-acetoxy-3-methoxypropyl)methylsulfonamido)cyclohexyl)-4-(2-chloro-3,4-difluorophenyl)-2-(thiazol-2-yl)-1,4-dihydropyrimidine-5-carboxylate C(C)(=O)O[C@H](CN(S(=O)(=O)C)[C@@H]1CC[C@H](CC1)C1=C(C(N=C(N1)C=1SC=CN1)C1=C(C(=C(C=C1)F)F)Cl)C(=O)OC)COC